C1C(CC12CCC2)CC(C(=O)OCCCCCCN(CCCCCCOC(C(CCCCCCCC)CC2CC1(C2)CCC1)=O)CCCCO)CCCCCCCC.C1(C(C(C(CC1)C(C)C)(O)[2H])([2H])[2H])(C)[2H] Menthol-d4 ((4-hydroxybutyl)azanediyl)bis(hexane-6,1-diyl) bis(2-(spiro[3.3]heptan-2-ylmethyl)decanoate)